Cl.C1(CCCCC1)CN1CCC2(CC(C2)N(C(=O)C=2SC=CC2)C2=CC=CC=C2)CC1 N-(7-(cyclohexylmethyl)-7-azaspiro[3.5]nonan-2-yl)-N-phenylthiophene-2-carboxamide hydrochloride